tert-butyl 4-(2-methyl-4-nitrophenyl)-3,6-dihydropyridine-1(2H)-carboxylate CC1=C(C=CC(=C1)[N+](=O)[O-])C=1CCN(CC1)C(=O)OC(C)(C)C